tert-Butyl-2-(4-(2-methoxyphenyl)-6-methylnicotinamido)-6,7-dihydrothiazolo[4,5-c]pyridine-5(4H)-carboxylate C(C)(C)(C)OC(=O)N1CC2=C(CC1)SC(=N2)NC(C2=CN=C(C=C2C2=C(C=CC=C2)OC)C)=O